(5Z)-5-(1,3-benzothiazol-6-ylmethylene)-3-cyclobutyl-2-thioxo-imidazolin-4-one S1C=NC2=C1C=C(C=C2)\C=C/2\C(N(C(N2)=S)C2CCC2)=O